tert-butyl (3-{m-[(mesyloxy)methyl]phenyl}propyl)carbamate S(=O)(=O)(C)OCC=1C=C(C=CC1)CCCNC(OC(C)(C)C)=O